C(C)(C)(C)OC(=O)N1C[C@H]([C@@H](CC1)C1=CC=C(C=C1)NS(=O)(=O)C)COC=1C=C2C(NCC2=CC1)=O |r| (+/-)-trans-4-[4-(methylsulfonylamino)phenyl]-3-{[(3-oxoisoindolin-5-yl)oxy]methyl}piperidine-1-carboxylic acid tert-butyl ester